N-[2-(5-Amino-1,3,4-thiadiazol-2-yl)-4-chloro-6-methylphenyl]-3-bromo-1-(3-chloro-2-pyridinyl)-1H-pyrazole-5-carboxamide NC1=NN=C(S1)C1=C(C(=CC(=C1)Cl)C)NC(=O)C1=CC(=NN1C1=NC=CC=C1Cl)Br